ethoxydimethyl-(phenyl)silane methyl-2-(4-hydroxy-3-methylphenyl)-3-oxobutanoate COC(C(C(C)=O)C1=CC(=C(C=C1)O)C)=O.C(C)O[Si](C1=CC=CC=C1)(C)C